2-fluoro-3-iodopyridine FC1=NC=CC=C1I